O1C(CC1)CN1C=NC2=C1C=NC(=C2)C(=O)O 3-(oxetan-2-ylmethyl)-3H-imidazo[4,5-c]pyridine-6-carboxylic acid